CC1=CCC(CC1)C=O 4-methyl-3-cyclohexene-carbaldehyde